C(=O)O.ClC=1C=C2CCCN(C2=C(C1)C1=C2C(=NC=C1)C=C(S2)CN2C(CCC2=O)=O)[C@@H]2CNC[C@H]2OC 1-((7-(6-chloro-1-((3R,4R)-4-methoxypyrrolidin-3-yl)-1,2,3,4-tetrahydroquinolin-8-yl)thieno[3,2-b]pyridin-2-yl)methyl)pyrrolidine-2,5-dione, formic acid salt